6-amino-2-(4-chloro-1-isopropyl-1H-pyrazol-5-yl)-4-(4-(1-ethyl-4-(trifluoromethyl)-1H-imidazol-2-yl)benzyl)-6,7-dihydropyrazolo[1,5-a]pyrimidin-5(4H)-one NC1C(N(C=2N(C1)N=C(C2)C2=C(C=NN2C(C)C)Cl)CC2=CC=C(C=C2)C=2N(C=C(N2)C(F)(F)F)CC)=O